ClC1=NC(=C2N(C=NC2=N1)C1OCCCC1)Cl 2,6-dichloro-7-(tetrahydro-2H-pyran-2-yl)purine